NC1=NC(=NC=C1)C=1N=C(SC1)NC=1C=C(C=CC1C)NC(C1=CC=C(C=C1)CN(C)C)=O N-(3-((4-(4-Aminopyrimidin-2-yl)thiazol-2-yl)amino)-4-methylphenyl)-4-((dimethylamino)methyl)benzamide